8-(tert-Butyl)-4-(difluoromethoxy)-N-(2,4-dimethoxybenzyl)-2-fluoro-8,9-dihydrobenzo[4,5]imidazo[1,2-a]pyridin-6(7H)-imine C(C)(C)(C)C1CC2=C(N=C3N2C=C(C=C3OC(F)F)F)C(C1)=NCC1=C(C=C(C=C1)OC)OC